boron-calcium [Ca].[B]